C(C)(=O)OCC=C(CCC=C(CCC=C(C)C)C)C 3,7,11-Trimethyldodeca-2,6,10-trienyl acetate